C(C)(=O)NC=1SC(=CN1)CN1CCN(CC1)CC(=O)NC1=NC=CC=C1 2-(4-((2-acetamidothiazol-5-yl)methyl)piperazin-1-yl)-N-(pyridin-2-yl)acetamide